tert-butyl 4-(4-cyano-3-(4-(5-((1S,2S)-2-fluorocyclopropyl)-1,2,4-oxadiazol-3-yl)-4-methylpiperidine-1-carboxamido)pyridin-2-yl)piperidine-1-carboxylate C(#N)C1=C(C(=NC=C1)C1CCN(CC1)C(=O)OC(C)(C)C)NC(=O)N1CCC(CC1)(C)C1=NOC(=N1)[C@H]1[C@H](C1)F